(1R,2S,5R)-1-amino-2-(((S)-2-amino-3-methylbutanamido)methyl)-5-(2-boronoethyl)cyclohexane-1-carboxylic acid N[C@]1([C@@H](CC[C@H](C1)CCB(O)O)CNC([C@H](C(C)C)N)=O)C(=O)O